1-[(2-Aminopyrimidin-5-yl)amino]-N-[1-(3-cyclopropyl-5-fluoro-1-benzofuran-2-yl)-2-methylpropyl]methanamide NC1=NC=C(C=N1)NC(=O)NC(C(C)C)C=1OC2=C(C1C1CC1)C=C(C=C2)F